1-(5-(2-(((3R,4S)-3-fluoro-1-((1-methyl-1H-imidazol-4-yl)sulfonyl)piperidin-4-yl)amino)-5-(trifluoromethyl)pyrimidin-4-yl)thiazol-2-yl)-2-methylpropan-2-ol F[C@@H]1CN(CC[C@@H]1NC1=NC=C(C(=N1)C1=CN=C(S1)CC(C)(O)C)C(F)(F)F)S(=O)(=O)C=1N=CN(C1)C